ClC1=CC=C2C=CC=C(C2=C1)N1CC=2N=C(N=C(C2CC1)N1CC(N(CC1)C(=O)OC(C)(C)C)CC#N)OC[C@H]1N(CCC1)C tert-butyl 4-[7-(7-chloro-1-naphthyl)-2-[[(2S)-1-methylpyrrolidin-2-yl]methoxy]-6,8-dihydro-5H-pyrido[3,4-d]pyrimidin-4-yl]-2-(cyanomethyl)piperazine-1-carboxylate